2-{[6-butyl-4-(3-methylphenyl)quinolin-2-yl](methyl)amino}acetic acid C(CCC)C=1C=C2C(=CC(=NC2=CC1)N(CC(=O)O)C)C1=CC(=CC=C1)C